bis(3-(2-ethylimidazolyl)propyl)-N-methyl-amine C(C)C=1NC=C(N1)CCCN(C)CCCC=1N=C(NC1)CC